(S)-2-(7,8-Dichloro-1-methyl-2-oxo-1,2,3,4,5,6-hexahydroazepino[4,5-b]indol-10-yl)acetonitrile ClC1=C(C=C(C=2C3=C(NC12)CCNC([C@H]3C)=O)CC#N)Cl